5-(((4-(3-chloro-4-(2-chloro-3-((3-fluoro-4-(2-((2-hydroxyethyl)amino)ethyl)pyridin-2-yl)amino)phenyl)pyridin-2-yl)-2-methoxyphenethyl)amino)methyl)pyrrolidin-2-one ClC=1C(=NC=CC1C1=C(C(=CC=C1)NC1=NC=CC(=C1F)CCNCCO)Cl)C1=CC(=C(CCNCC2CCC(N2)=O)C=C1)OC